Ethyl 1-cyclopropyl-7-(1-((2,4-diaminopyrimidin-5-yl)methyl)indolin-5-yl)-6-fluoro-4-oxo-1,4-dihydroquinoline-3-carboxylate hydrochloride Cl.C1(CC1)N1C=C(C(C2=CC(=C(C=C12)C=1C=C2CCN(C2=CC1)CC=1C(=NC(=NC1)N)N)F)=O)C(=O)OCC